COC1=C(C=CC=C1)N=NC1=CC=CC=C1 ortho-methoxyazobenzene